ClC1=C(C=C(C(=C1)CC1=CC=C(C=C1)OC)C)N=CN(C)CC N'-[2-chloro-4-[(4-methoxy-phenyl)methyl]-5-methyl-phenyl]-N-ethyl-N-methyl-formamidine